1-(tert-butyl)3-methyl-3-allylpiperidine C(C)(C)(C)N1CC(CCC1)(CC=C)C